methyl 2-(2-(1-hydroxy-2-((1S,2S,5R)-1-hydroxy-2-isopropyl-5-methylcyclohexane-1-carboxamido)ethyl)phenoxy)acetate OC(CNC(=O)[C@]1([C@@H](CC[C@H](C1)C)C(C)C)O)C1=C(OCC(=O)OC)C=CC=C1